ClC(CN(C(O)=O)C=1C=C2CN(C(C2=CC1)=O)C1C(NC(CC1)=O)=O)(Cl)Cl.O=C1N(C[C@@H](C1)CCC)C(C(=O)N)CC 2-[(4R)-2-oxo-4-propylpyrrolidin-1-yl]butanamide 2,2,2-trichloroethyl-(2-(2,6-dioxopiperidin-3-yl)-1-oxoisoindolin-5-yl)carbamate